tert-Butyl N-[(8-fluoro-6-formyl-3,5,6,7-tetrahydrocyclopenta[f]benzimidazol-2-yl)methyl]-N-[2-(methylamino)-2-oxo-ethyl]carbamate FC1=C2C(=CC3=C1N=C(N3)CN(C(OC(C)(C)C)=O)CC(=O)NC)CC(C2)C=O